R-(-)-Camphorsulfonic acid [C@@]12(C(=O)CC(CC1)C2(C)C)CS(=O)(=O)O